9-(8-fluoro-2-(((1aS,6bR)-hexahydrocyclopropa[a]pyrrolizin-6a(4H)-yl)methoxy)-4-(1,4-oxazepan-4-yl)pyrido[4,3-d]pyrimidin-7-yl)-2,3-dihydro-1H-cyclopenta[a]naphthalen-7-ol FC1=C(N=CC2=C1N=C(N=C2N2CCOCCC2)OCC21CCCN1C[C@@H]1[C@H]2C1)C1=CC(=CC2=CC=C3C(=C12)CCC3)O